3-ethyl-N5-((1S,2S)-2-(methoxymethyl)cyclopropyl)-N7-methyl-3-phenyl-2,3-dihydrobenzofuran-5,7-dicarboxamide C(C)C1(COC2=C1C=C(C=C2C(=O)NC)C(=O)N[C@@H]2[C@H](C2)COC)C2=CC=CC=C2